1-(2,5-dimethylphenyl)-3-(4-(4-methoxyphenyl)butan-2-yl)-1-methylurea CC1=C(C=C(C=C1)C)N(C(=O)NC(C)CCC1=CC=C(C=C1)OC)C